rac-(1S,2S,4R,6R)-6-((2-amino-7-(1H-pyrazol-5-yl)quinolin-4-yl)amino)bicyclo[2.2.1]heptan-2-ol NC1=NC2=CC(=CC=C2C(=C1)N[C@@H]1C[C@@H]2C[C@@H]([C@H]1C2)O)C2=CC=NN2 |r|